3,4,5-trihydroxy-trans-(E)-3,5,4'-trihydroxystilbene OC1(CC(=CC(C1O)(O)O)\C=C\C1=CC=C(C=C1)O)O